5-bromo-2-chloro-N,N-dimethyl-aniline BrC=1C=CC(=C(N(C)C)C1)Cl